OC=1C=C(C=CC1O)C1CC(=NN1C(N)=S)C1=CC=C(C=C1)OC1=CC=C(C=C1)OCC 5-(3,4-dihydroxyphenyl)-3-(4-(4-ethoxyphenoxy)phenyl)-4,5-dihydro-1H-pyrazole-1-thioamide